(3S)-N-[3-[2-(3-hydroxy-3-methylbut-1-yn-1-yl)-6-(morpholin-4-yl)pyridin-4-yl]-4-methylphenyl]-3-(2,2,2-trifluoroethyl)pyrrolidine-1-carboxamide OC(C#CC1=NC(=CC(=C1)C=1C=C(C=CC1C)NC(=O)N1C[C@@H](CC1)CC(F)(F)F)N1CCOCC1)(C)C